[Cl-].C[NH+]1CCCCC1 1-methylpiperidin-1-ium chloride